4-(3-Cyclohexylpropoxy)-N-{2-methyl-4-[(pyridin-3-yl)methoxy]phenyl}pyridin-2-amine C1(CCCCC1)CCCOC1=CC(=NC=C1)NC1=C(C=C(C=C1)OCC=1C=NC=CC1)C